N-[2-[1-[2-[4-[4-[[2,6-dioxo-3-piperidyl]amino]phenyl]-1-piperidyl]-2-oxo-ethyl]-4-piperidyl]-6-isopropoxy-imidazo[1,2-a]pyridin-7-yl]-6-(trifluoromethyl)pyridine-2-carboxamide O=C1NC(CCC1NC1=CC=C(C=C1)C1CCN(CC1)C(CN1CCC(CC1)C=1N=C2N(C=C(C(=C2)NC(=O)C2=NC(=CC=C2)C(F)(F)F)OC(C)C)C1)=O)=O